FC=1C=C(CC2=NC3=C(N2CC2OCCC2)C=CC=C3)C=CC1C1=NC(=CC=C1)OCC1=CC(=CC=C1)C 2-(3-Fluoro-4-(6-(3-methylbenzyloxy)pyridin-2-yl)benzyl)-1-((tetrahydrofuran-2-yl)methyl)-1H-benzo[d]imidazol